COC1=C(C(=O)NS(=O)(=O)C2=CC=C(C=C2)NC(NC)=O)C=CC=C1 2-methoxy-N-({4-[(methylcarbamoyl)-amino]phenyl}sulphonyl)benzamide